NC(CO)(CO)CCC1=CC=C(C=C1)CCCCCCCC 2-amino-2-(2-(4-octylphenyl)ethyl)-1,3-propanediol